4-Bromo-2-chloro-5-methylbenzoic acid BrC1=CC(=C(C(=O)O)C=C1C)Cl